NC1=CC(=C(C#N)C=C1N)C(F)(F)F 4,5-diamino-2-trifluoromethylbenzonitrile